1-(4-bromophenyl)-3-(2,4-dioxo-1,3-diazaspiro[4.5]decan-3-yl)urea BrC1=CC=C(C=C1)NC(=O)NN1C(NC2(C1=O)CCCCC2)=O